(R)-1-(1,1-Difluoroethyl)-4-fluoro-N'-((3-methyl-2-(trifluoromethyl)-6,7-dihydro-5H-cyclopenta[b]pyridin-4-yl)carbamoyl)-1H-pyrazole-3-sulfonimidamide FC(C)(F)N1N=C(C(=C1)F)[S@@](=O)(N)=NC(NC1=C2C(=NC(=C1C)C(F)(F)F)CCC2)=O